BrC1=CC(=C(C=C1F)C=1N=C2N(C=CC(=C2)Cl)C1S(=O)(=O)N)F (4-bromo-2,5-difluorophenyl)-7-chloroimidazo[1,2-a]pyridine-3-sulfonamide